S(=O)(=O)(OC(C1=C(C=CC=C1)[N+](=O)[O-])=O)C1=CC=C(C)C=C1 2-nitrobenzoyl tosylate